O7-[[2,2-dimethyl-5-[[7-[(Z)-non-3-enoxy]-7-oxo-heptanoyl]oxymethyl]-1,3-dioxan-5-yl] methyl] O1-[(Z)-non-3-enyl] heptanedioate C(CCCCCC(=O)OCC1(COC(OC1)(C)C)COC(CCCCCC(=O)OCC\C=C/CCCCC)=O)(=O)OCC\C=C/CCCCC